3-methyl-5-propylcyclohex-2-en-1-one CC1=CC(CC(C1)CCC)=O